2-chloro-3-methoxy-5,7-dihydropyrrolo[3,4-b]pyridine-6-carboxylic acid methyl ester COC(=O)N1CC2=NC(=C(C=C2C1)OC)Cl